(R)-N-((S)-1'-(8-((2-(trifluoromethyl)-pyridin-3-yl)thio)-7-methylimidazo[1,2-c]pyrimidin-5-yl)-1,3-dihydrospiro[indene-2,4'-piperidin]-1-yl)-2-methylpropan-2-sulfinamide FC(C1=NC=CC=C1SC=1C=2N(C(=NC1C)N1CCC3(CC1)[C@@H](C1=CC=CC=C1C3)N[S@](=O)C(C)(C)C)C=CN2)(F)F